BrC1=CC(N(C=C1)C(CN(CC#N)C)C1=CC(=CC=C1)Cl)=O 2-((2-(4-Bromo-2-oxopyridin-1(2H)-yl)-2-(3-chlorophenyl)ethyl)(methyl)amino)acetonitrile